C(CCC)[Si](C1=CC=C(C=C1)P(N(P(C1=C(C=CC=C1)C(F)(F)F)C1=CC=C(C=C1)[Si](CCCC)(CCCC)CCCC)CCCC)C1=CC=C(C=C1)[Si](CCCC)(CCCC)CCCC)(CCCC)CCCC N-(bis(4-(tributylsilyl)phenyl)phosphaneyl)-N-butyl-1-(4-(tributylsilyl)phenyl)-1-(2-(trifluoromethyl)phenyl)phosphanamine